BrC1=NC=C(C=C1Cl)Br 2,5-dibromo-3-chloropyridine